ClC(OC1=CC=C(C=C1)NC(=O)C=1C=C2C(CN(C2=C(C1)C1=CC=NN1)C(C)C)C)(F)F N-(4-(chlorodifluoromethoxy)phenyl)-1-isopropyl-3-methyl-7-(1H-pyrazol-5-yl)indoline-5-carboxamide